OCC(=O)C1=CC(=CC=C1)I hydroxy-3'-iodoacetophenone